(2-(4-chlorophenyl)-2-(2,3,4-trimethoxy-6-methylphenyl)ethyl)(phenyl)selenane ClC1=CC=C(C=C1)C(CC1([Se]CCCC1)C1=CC=CC=C1)C1=C(C(=C(C=C1C)OC)OC)OC